(R)-N-(3-(N-(1-aminocyclobutane-1-carbonyl)-S-methylsulfonimidoyl)phenyl)-5-cyano-2-(4,4-difluoroazepan-1-yl)-4-methyl-6-(trifluoromethyl)nicotinamide NC1(CCC1)C(=O)N=[S@@](=O)(C)C=1C=C(C=CC1)NC(C1=C(N=C(C(=C1C)C#N)C(F)(F)F)N1CCC(CCC1)(F)F)=O